m-chloro-α-bromoacetophenone ClC=1C=C(C=CC1)C(CBr)=O